O=C([C@H](C1=CC=CC=C1)C1=NC(=CN=C1N)C=1C=NN(C1)C1CCNCC1)NC1=CC=NC=C1 (R)-2-oxo-1-phenyl-2-(pyridin-4-ylamino)ethyl-3-amino-6-(1-(piperidin-4-yl)-1H-pyrazol-4-yl)pyrazine